2-(4-isopropyl-5-(8-methoxy-[1,2,4]triazolo[1,5-a]pyridin-6-yl)-1H-pyrazol-3-yl)-5-(6-isopropyl-2,6-diazaspiro[3.3]heptan-2-yl)thiazole C(C)(C)C=1C(=NNC1C=1C=C(C=2N(C1)N=CN2)OC)C=2SC(=CN2)N2CC1(C2)CN(C1)C(C)C